FC1=C(C=C2CN(C(C2=C1)=O)C1C(NC(CC1)=O)=O)S(=O)(=O)C 3-(6-fluoro-5-(methylsulfonyl)-1-oxoisoindolin-2-yl)piperidine-2,6-dione